ethyl 3-[3-[(1S)-1-[9-[(4,6-difluoro-1H-indol-5-yl)oxy]-5,6-dihydroimidazo[2,1-a]isoquinolin-3-yl]ethyl]-2-fluoro-phenyl]propanoate FC1=C2C=CNC2=CC(=C1OC1=CC=C2CCN3C(C2=C1)=NC=C3[C@@H](C)C=3C(=C(C=CC3)CCC(=O)OCC)F)F